androstanetrione C[C@]12CCCCC1CC[C@@H]3[C@@H]2CC[C@]4([C@H]3C(=O)C(=O)C4=O)C